ClC1=CC=C(C=C1)C(C)O 1-(4'-chlorophenyl)ethanol